C(N)(=O)C=1C(=CC(=C(C1)NC([C@H](C(C1CC1)C1CC1)NC(=O)C1=CC=NN1C(C)C)=O)F)C(C(NCC(F)(F)F)=O)C N-((2S)-1-((5-carbamoyl-2-fluoro-4-(1-oxo-1-((2,2,2-trifluoroethyl)amino)propan-2-yl)phenyl)amino)-3,3-dicyclopropyl-1-oxopropan-2-yl)-1-isopropyl-1H-pyrazole-5-carboxamide